ClC=1C=CC(=C(C1)C1=CC(N(C=C1OC)C(C(=O)O)CC1=CC=NC=C1)=O)C#N 2-(4-(5-chloro-2-cyanophenyl)-5-methoxy-2-oxopyridin-1(2H)-yl)-3-(pyridin-4-yl)propionic acid